The molecule is a nucleoside triphosphate analogue that is ATP in which one of the oxygens attached to 3-phosphate group is replaced by sulfur. It derives from an ATP and a ({[(2R,3S,4R,5R)-3,4-dihydroxy-5-(9H-purin-9-yl)oxolan-2-yl]methyl phosphonato}oxy)(phosphonatooxy)phosphinate. C1=NC(=C2C(=N1)N(C=N2)[C@H]3[C@@H]([C@@H]([C@H](O3)COP(=O)(O)OP(=O)(O)OP(=S)(O)O)O)O)N